2-(4-chloro-2-methoxypyridin-3-yl)-2-methylpropanoic acid ClC1=C(C(=NC=C1)OC)C(C(=O)O)(C)C